C(C)(C)N1N=C(C(=C1)C1=NC(=NC=C1)N)C 4-(1-isopropyl-3-methyl-1H-pyrazol-4-yl)pyrimidin-2-amine